Cyclohexyl(7-(5-(5-(trifluoromethyl)-1,2,4-oxadiazol-3-yl)pyridin-2-yl)-2,7-diazaspiro[3.5]nonan-2-yl)methanone C1(CCCCC1)C(=O)N1CC2(C1)CCN(CC2)C2=NC=C(C=C2)C2=NOC(=N2)C(F)(F)F